methyl-1-[(2'-methyl-1,1'-biphenyl-4-yl)-carbonyl]-4-Methoxyaminopyrrolidine-2-carboxylate COC(=O)C1N(CC(C1)NOC)C(=O)C1=CC=C(C=C1)C1=C(C=CC=C1)C